1-(2,4-difluoro-5-methoxy-phenyl)-3-[(1S)-1-(2-pyrimidin-2-yl-1,2,4-triazol-3-yl)ethyl]urea FC1=C(C=C(C(=C1)F)OC)NC(=O)N[C@@H](C)C=1N(N=CN1)C1=NC=CC=N1